C1(CCCCC1)C[C@@H](C(=O)NC(CC1C(NC(C1)(C)C)=O)C=O)NC(OC(CC1=CC(=CC=C1)Cl)C1=CC(=CC=C1)Cl)=O 1,2-Bis(3-Chlorophenyl)ethyl ((2S)-3-cyclohexyl-1-((1-(5,5-dimethyl-2-oxopyrrolidin-3-yl)-3-oxopropan-2-yl)amino)-1-oxopropan-2-yl)carbamate